COCC1(C=CC2=CC=CC(=C12)[Si](C)(C)C)COC 1,1-bis(methoxymethyl)-7-trimethylsilylindene